N1CC(C1)NC(C1=C(C=NC=C1F)NC1=C(C=C(C=C1)C#C)F)=O N-(azetidin-3-yl)-3-((4-ethynyl-2-fluorophenyl)amino)-5-fluoroisonicotinamide